2-(2-((3R,4R)-3-Amino-4-fluoropiperidin-1-yl)-5,6-difluoro-1H-benzo[d]imidazol-1-yl)-N-methyl-N-((R)-1-(pyridin-2-yl)ethyl)acetamid N[C@@H]1CN(CC[C@H]1F)C1=NC2=C(N1CC(=O)N([C@H](C)C1=NC=CC=C1)C)C=C(C(=C2)F)F